4-((5-Bromopyrazin-2-yl)oxy)-7-methoxy-N-methylquinoline-6-carboxamide-2-d ethyl-3-hydroxybenzoate C(C)OC(C1=CC(=CC=C1)O)=O.BrC=1N=CC(=NC1)OC1=CC(=NC2=CC(=C(C=C12)C(=O)NC)OC)[2H]